C(=O)=O.[C] Carbon carbon dioxide